N6-benzoyl-2'-O-benzoyl-adenosine C(C1=CC=CC=C1)(=O)NC=1C=2N=CN([C@H]3[C@H](OC(C4=CC=CC=C4)=O)[C@H](O)[C@@H](CO)O3)C2N=CN1